1-(3-(1H-indazol-3-yl)phenyl)ethan-1-one N1N=C(C2=CC=CC=C12)C=1C=C(C=CC1)C(C)=O